CC1=C(N=CN1)CN1CCC(CC1)C=1C=C2CN(C(C2=CC1)=O)C1C(NC(CC1)=O)=O 3-(5-(1-((5-methyl-1H-imidazol-4-yl)methyl)piperidin-4-yl)-1-oxoisoindolin-2-yl)piperidine-2,6-dione